FC=1C=CC(=C(C1)C(C)NC=1C=CC=2N(N1)C(=CN2)C2=NC=CC(=C2)O)CO 2-(6-((1-(5-fluoro-2-(hydroxymethyl)phenyl)ethyl)amino)imidazo[1,2-b]pyridazin-3-yl)pyridin-4-ol